2-hydroxy-7-(prop-2-yl)quinoline-3-carboxylic acid OC1=NC2=CC(=CC=C2C=C1C(=O)O)C(C)C